C=1N=CN2C1C1=CC=CC=C1[C@H]2[C@H]2[C@@H](CN(CC2)C2COC2)O (3S,4s)-4-[(5R)-5H-imidazo[4,3-a]isoindol-5-yl]-1-(oxetan-3-yl)piperidin-3-ol